S1(CC[C@@H]2N1CCN(C2)C(=O)OC(C)(C)C)(=O)=O (S)-tert-butyl tetrahydro-2H-isothiazolo[2,3-a]pyrazine-5(3H)-carboxylate 1,1-dioxide